2-amino-6-((3-aminopropyl)amino)hexanoic acid NC(C(=O)O)CCCCNCCCN